N-[4-fluoro-5-(2-morpholin-4-ylpyrimidin-5-yl)-2-[(3R,5S)-3,4,5-trimethylpiperazin-1-yl]phenyl]-3-hydroxyquinoline-4-carboxamide FC1=CC(=C(C=C1C=1C=NC(=NC1)N1CCOCC1)NC(=O)C1=C(C=NC2=CC=CC=C12)O)N1C[C@H](N([C@H](C1)C)C)C